N1C=C(C2=CC=CC=C12)C1=C(SC2=C1N(C(C2(C)C)=O)CC2CN(C2)C2=CC=CC=C2)C(=O)N (1H-indol-3-yl)-6,6-dimethyl-5-oxo-4-((1-phenylazetidin-3-yl)methyl)-5,6-dihydro-4H-thieno[3,2-b]pyrrole-2-carboxamide